S1C(=CC=C1)CN1C[C@@H](C([C@@H](C1)O)O)O (3S,4r,5R)-1-(thien-2-ylmethyl)piperidine-3,4,5-triol